(rac)-2-(4,5-Dichloro-6-oxopyridazin-1(6H)-yl)-N-(4-methyl-3-(N-(2-(pyridin-2-yl)ethyl)sulfamoyl)phenyl)butanamide ClC=1C=NN(C(C1Cl)=O)[C@@H](C(=O)NC1=CC(=C(C=C1)C)S(NCCC1=NC=CC=C1)(=O)=O)CC |r|